ClC=1C=C2N=C(C(N(C2=CC1C(F)(F)F)C=1C(=NC=CC1)CC)=O)NCC(OC)OC 6-Chloro-3-((2,2-dimethoxyethyl)amino)-1-(2-ethylpyridin-3-yl)-7-(trifluoromethyl)quinoxaline-2(1H)-on